1-ethyl-4-iodo-1H-pyrazole C(C)N1N=CC(=C1)I